2-(4-cyclopropyl-6-methoxy-pyrimidin-5-yl)-4-[[6-[1-cyclopropyl-4-(trifluoromethyl)imidazol-2-yl]-5-fluoro-3-pyridyl]methoxy]-7-methyl-pyrrolo[2,3-d]pyrimidine C1(CC1)C1=NC=NC(=C1C=1N=C(C2=C(N1)N(C=C2)C)OCC=2C=NC(=C(C2)F)C=2N(C=C(N2)C(F)(F)F)C2CC2)OC